N-(4-chloro-3-cyano-1H-indol-7-yl)-1-(3-hydroxy-1-methyl-propyl)pyrazole-4-sulfonamide ClC1=C2C(=CNC2=C(C=C1)NS(=O)(=O)C=1C=NN(C1)C(CCO)C)C#N